N[C@@H](CCCCNC(OCC1C2=CC=CC=C2C=2C=CC=CC12)=O)C(=O)NC(C)(C)C (S)-(9H-fluoren-9-yl)methyl (5-amino-6-(tert-butylamino)-6-oxohexyl)carbamate